4-((4-Amino-3-methylphenyl)(phenyl)methyl)-2,6-di-tert-butyl-tert-butylphenol NC1=C(C=C(C=C1)C(C1=C(C(=C(C(=C1)C(C)(C)C)O)C(C)(C)C)C(C)(C)C)C1=CC=CC=C1)C